C(C1=CC=CC=C1)N(C1CCC(CC1)(C(F)(F)F)OCCOC)CC1=CC=CC=C1 (1r,4r)-N,N-dibenzyl-4-(2-methoxyethoxy)-4-(trifluoromethyl)cyclohexan-1-amine